2-butoxy-7-((2-methyl-1,2,3,4-tetrahydro-isoquinolin-6-yl)methyl)-5H-pyrrolo[3,2-d]pyrimidin-4-amine C(CCC)OC=1N=C(C2=C(N1)C(=CN2)CC=2C=C1CCN(CC1=CC2)C)N